tert-butyl 1-methyl-4-oxo-1,8-diazaspiro[4.5]decane-8-carboxylate CN1CCC(C12CCN(CC2)C(=O)OC(C)(C)C)=O